[K+].OC(CCCC)C1=C(C(=O)[O-])C=CC=C1 2-(1-hydroxypentyl)benzoic acid potassium salt